N1=C(C=C(C=C1)C1=CC=NC=C1)C(=O)N 4,4'-bipyridine-2-carboxamide